(2-(1H-indol-3-yl)ethyl)-7-methoxy-2-((tetrahydro-2H-pyran-4-yl)methyl)-1,2,3,4-tetrahydroisoquinolin-6-ol N1C=C(C2=CC=CC=C12)CCC1N(CCC2=CC(=C(C=C12)OC)O)CC1CCOCC1